C(C)N1NC=C[C@@H]1N1C(=CC=C1)C1=C(C=CC(=C1)F)CCO ethyl-(R)-5-(2-(5-fluoro-2-(2-hydroxyethyl)phenyl)pyrrol-1-yl)pyrazoline